1,2-bis(2-(benzyloxy)phenyl)disulfane C(C1=CC=CC=C1)OC1=C(C=CC=C1)SSC1=C(C=CC=C1)OCC1=CC=CC=C1